8-chloro-1-(2,6-dichlorophenyl)-2-methyl-5-((2-methyl-2H-tetrazol-5-yl)amino)-1,6-naphthyridin-4(1H)-one ClC=1C=NC(=C2C(C=C(N(C12)C1=C(C=CC=C1Cl)Cl)C)=O)NC=1N=NN(N1)C